N12C(CC(CC1)CC2)C=2NC(C1=C(N2)C=C(S1)C=1C=NN(C1C)CC1=CC=C(C=C1)OC)=O 2-(1-azabicyclo[2.2.2]oct-2-yl)-6-[1-(4-methoxybenzyl)-5-methyl-1H-pyrazol-4-yl]thieno[3,2-d]pyrimidin-4(3H)-one